N1=C(C=CC=C1)C(=O)N\N=C\1/CC=C(C(=O)NC2=CC=CC=C2)C=C1 (E)-4-(pyridylformylhydrazono)-N-phenylbenzamide